2-bromo-6-cyclopropyloxy-[1,2,4]triazolo[1,5-a]pyridine BrC1=NN2C(C=CC(=C2)OC2CC2)=N1